4-chloro-7-(1-methyl-1H-pyrazol-4-yl)-6-(trifluoromethoxy)quinoline Methyl-4-bromo-5-fluoro-2-((4-fluoro-2-formylphenyl)amino)benzoate COC(C1=C(C=C(C(=C1)F)Br)NC1=C(C=C(C=C1)F)C=O)=O.ClC1=CC=NC2=CC(=C(C=C12)OC(F)(F)F)C=1C=NN(C1)C